CS(=O)(=O)OC[C@@H]1CC[C@H](CC1)C(=O)OC methyl trans-4-(methylsulfonyloxymethyl)cyclohexane-carboxylate